7-(cyanomethoxy)isoquinoline 2-oxide C(#N)COC1=CC=C2C=C[N+](=CC2=C1)[O-]